S1CSN=C1 1,3,4-thiathiazole